(R)-N-(4-methyl-3-((1-(naphthalen-1-yl)ethyl)carbamoyl)phenyl)pyrazine-2-carboxamide CC1=C(C=C(C=C1)NC(=O)C1=NC=CN=C1)C(N[C@H](C)C1=CC=CC2=CC=CC=C12)=O